3-(nitromethylene)azetidinone [N+](=O)([O-])C=C1C(NC1)=O